ClC1=C(OCC(=O)O)C(=CC(=C1)C(C)(C)C1=CC=C(C=C1)OCC1=NC(=NC=C1)NS(=O)(=O)C)C#N 2-[2-chloro-6-cyano-4-[1-[4-[[2-(methanesulfonamido)pyrimidin-4-yl]methoxy]phenyl]-1-methyl-ethyl]phenoxy]acetic acid